FC=1C(=C(C=CC1)C1=CC(=C(C=C1)OC)NC1=NC=NC2=CC(=C(C=C12)OC1CN(C1)C(C=C)=O)OC)C 1-(3-((4-((3'-fluoro-4-methoxy-2'-methyl-[1,1'-biphenyl]-3-yl)amino)-7-methoxyquinazoline-6-yl)oxy)azetidin-1-yl)prop-2-en-1-one